[C-]1(C=CC=C1)B(O)O.[C-]1(C=CC=C1)B(O)O.[Fe+2] 1,1'-ferrocenediboronic acid